N-benzyl-p-isopropylphenyl-methylamine C(C1=CC=CC=C1)N(C)C1=CC=C(C=C1)C(C)C